NCC(O)C1=CC(=C(C=C1)OC)OCSC 2-amino-1-(3-(methylthiomethoxy)-4-methoxyphenyl)ethanol